4-[3-[2,6-Dichloro-4-(1-oxa-6-azaspiro[3.3]heptan-6-yl)benzoyl]-2,4-dihydro-1,3-benzoxazin-8-yl]-5-fluoro-2-(3-oxa-8-azabicyclo[3.2.1]octan-8-yl)benzoic acid ClC1=C(C(=O)N2COC3=C(C2)C=CC=C3C3=CC(=C(C(=O)O)C=C3F)N3C2COCC3CC2)C(=CC(=C1)N1CC2(CCO2)C1)Cl